FC=1C=C(C=CC1C=1N=C(SC1)NC=1C(=NN(C1)CCOC)C)N1C(NCC1)=O 1-(3-Fluoro-4-{2-[1-(2-methoxy-ethyl)-3-methyl-1H-pyrazol-4-ylamino]-thiazol-4-yl}-phenyl)-imidazolidin-2-one